[K].O=C1C=C2CC[C@H]3[C@@H]4CC[C@H]([C@H](C)C(=O)O)[C@]4(CC[C@@H]3[C@]2(CC1)C)C (20S)-3-oxopregna-4-ene-20-carboxylic acid potassium